Dichloro-(tricyclohexylphosphine) ruthenium [Ru].ClC1(CCC(CC1)P(C1CCCCC1)C1CCCCC1)Cl